(R)-N-(1-(5-cyanopyrimidin-2-yl)ethyl)-2-(5-fluoro-2,4-dioxo-1,4-dihydroquinazolin-3(2H)-yl)acetamide C(#N)C=1C=NC(=NC1)[C@@H](C)NC(CN1C(NC2=CC=CC(=C2C1=O)F)=O)=O